FC1=C(C#N)C(=CC(=C1O)F)B1OC(C(O1)(C)C)(C)C 2,4-difluoro-3-hydroxy-6-(4,4,5,5-tetramethyl-1,3,2-dioxaborolan-2-yl)benzonitrile